CC=1N=C2N(N=C(C=C2C)C=2C=C(C3=CC(NN=C3C2)(CC(CC(=O)NC2=CC=C(C=C2)Br)=O)C2CCN(CC2)CCF)F)C1 7-(2,8-Dimethylimidazo[1,2-b]pyridazin-6-yl)-5-fluoro-3-[1-(2-fluoroethyl)piperidin-4-yl]cinnolineacetoacetyl-para-bromoaniline